7-[1-(2,2-difluoroethyl)-1H-pyrazolo[3,4-b]pyrazin-6-yl]-2-{[6-(trifluoromethyl)pyridin-2-yl]oxy}-7-azaspiro[3.5]nonane FC(CN1N=CC=2C1=NC(=CN2)N2CCC1(CC(C1)OC1=NC(=CC=C1)C(F)(F)F)CC2)F